N-(2-methoxyethyl)-N-[(3-methoxyphenyl)methyl]-6-methyl-4-[(1-methylcyclopropyl)amino]furo[2,3-d]pyrimidine-5-carboxamide COCCN(C(=O)C1=C(OC=2N=CN=C(C21)NC2(CC2)C)C)CC2=CC(=CC=C2)OC